methyl 5-(5-{[(4R)-5-[(2-amino-5-bromophenyl) amino]-4-methylpentyl] oxy}-1-cyclopropylpyrazol-4-yl)-1-methyl-6-oxopyridine-3-carboxylate NC1=C(C=C(C=C1)Br)NC[C@@H](CCCOC1=C(C=NN1C1CC1)C1=CC(=CN(C1=O)C)C(=O)OC)C